C(C)(C)(C)OC(=O)N1C[C@@H](N(CC1)C1=C(C=C(C=C1)Br)[N+](=O)[O-])CCO (S)-4-(4-bromo-2-nitrophenyl)-3-(2-hydroxyethyl)piperazine-1-carboxylic acid tert-butyl ester